7-bromo-3-(2,2,2-trifluoroethyl)benzofuran BrC1=CC=CC=2C(=COC21)CC(F)(F)F